CN1C(NC2=C1C=C(C=C2)C2=NOC(=N2)C2CCN(CC2)C(CN2C(C1=CC=CC=C1C2)=O)=O)=O 3-methyl-5-[5-[1-[2-(1-oxoisoindolin-2-yl)acetyl]-4-piperidinyl]-1,2,4-oxadiazol-3-yl]-1H-benzimidazol-2-one